OCN1C(N(C(C1(C)C)=O)CO)=O 1,3-Bis(hydroxy-methyl)-5,5-dimethylimidazolidine-2,4-di-one